N-cyclopropyl-2,6-dihydroxy-3'-methyl-4-pentyl-[1,1'-biphenyl]-3-carboxamide C1(CC1)NC(=O)C=1C(=C(C(=CC1CCCCC)O)C1=CC(=CC=C1)C)O